C1(CCCC1)C1=CC(=NN1)NC1=NC(=NC=C1)N1CC(CC1)C1CN(C1)C N-(5-cyclopentyl-1H-pyrazol-3-yl)-2-[3-(1-methylazetidin-3-yl)pyrrolidin-1-yl]pyrimidin-4-amine